(1R)-1-(3-(difluoro(tetrahydrofuran-2-yl)methyl)phenyl)ethan-1-amine FC(C=1C=C(C=CC1)[C@@H](C)N)(C1OCCC1)F